N-phenyl-N'-isopropyl-p-Phenylenediamine C1(=CC=CC=C1)NC1=CC=C(C=C1)NC(C)C